4-[[(2S)-2-[[(2R)-2-[[(2R)-3-(1-benzothiophen-3-yl)-2-(piperidine-3-carbonylamino)propanoyl]amino]-3-(1H-indol-3-yl)propanoyl]amino]-3-phenylpropanoyl]amino]piperidine-4-carboxamide S1C=C(C2=C1C=CC=C2)C[C@H](C(=O)N[C@@H](C(=O)N[C@H](C(=O)NC2(CCNCC2)C(=O)N)CC2=CC=CC=C2)CC2=CNC1=CC=CC=C21)NC(=O)C2CNCCC2